2-fluoro-N-(4-(1-(2-hydroxyethyl)-3-phenyl-1H-pyrazol-4-yl)-7-methoxyquinazolin-6-yl)benzamide FC1=C(C(=O)NC=2C=C3C(=NC=NC3=CC2OC)C=2C(=NN(C2)CCO)C2=CC=CC=C2)C=CC=C1